[C@H]1([C@@H](O)[C@@H](O)[C@H](O)[C@H](O1)CO)OC1=CC(=C(OC2=CC=C(C=C2)NC(C)=O)C=C1C)[N+](=O)[O-] N-(4-[4-(α-D-mannopyranosyloxy)-5-methyl-2-nitrophenoxy]phenyl)acetamide